(R)-1-(2-(5-(5-(1-(3-fluoro-1H-pyrrolo[2,3-b]pyridin-4-yl)ethoxy)-1H-indazol-3-yl)pyridin-2-yl)-2,7-diazaspiro[3.5]nonan-7-yl)ethan-1-one FC1=CNC2=NC=CC(=C21)[C@@H](C)OC=2C=C1C(=NNC1=CC2)C=2C=CC(=NC2)N2CC1(C2)CCN(CC1)C(C)=O